C1(CC1)C1=CC=C2C(=NC(N(C2=C1)C=1C(=NC=CC1)C)=O)NCCCN1CCOCC1 7-Cyclopropyl-1-(2-methylpyridin-3-yl)-4-((3-morpholinopropyl)amino)quinazolin-2(1H)-one